(3R)-tert-Butyl 11,11-difluoro-9-(hydroxymethyl)-3-methyl-3,4,8,9,10,11-hexahydro-1H-pyrido[4',3':3,4]pyrazolo[1,5-a]azepine-2(7H)-carboxylate FC1(C=2N(CCC(C1)CO)N=C1C2CN([C@@H](C1)C)C(=O)OC(C)(C)C)F